C(CNC(=CC(C(F)(F)F)=O)C1=CC(=CC(=C1)C(F)(F)F)C(F)(F)F)NC(=CC(C(F)(F)F)=O)C1=CC(=CC(=C1)C(F)(F)F)C(F)(F)F 4,4'-(ethane-1,2-diylbis(azanediyl))bis(4-(3,5-bis(trifluoromethyl)phenyl)-1,1,1-trifluorobut-3-en-2-one)